NC(C(=O)NCCOCCO)CC1=CSC=C1 2-amino-N-[2-(2-hydroxyethoxy)ethyl]-3-(thiophen-3-yl)propanamide